(S)-4-{5-[5-(acetamidomethyl)-2-oxazolidone-3-yl]Pyridin-2-yl}-N-cyclohexylpiperazine-1-carboxamide C(C)(=O)NC[C@H]1C(N([CH-]O1)C=1C=CC(=NC1)N1CCN(CC1)C(=O)NC1CCCCC1)=O